ClC=1C=NC=C(C1C(C)OC=1C=C2C(=NNC2=CC1)C(=O)NC=1C=NN(C1)CCN1CCOCC1)Cl 5-(1-(3,5-dichloropyridin-4-yl)ethoxy)-N-(1-(2-morpholinoethyl)-1H-pyrazol-4-yl)-1H-indazole-3-carboxamide